N1C=CC2=CC(=CC=C12)S(=O)(=O)N1C=C(C=C1)C(=O)NC1=C(C=CC=C1)CC 1-((1H-indol-5-yl)sulfonyl)-N-(2-ethylphenyl)-1H-pyrrole-3-carboxamide